FC1=CC(=C(C=C1)C1=CC(=CC=C1)C=1OC2=C(N1)C=C(C=C2OC)CNCCOC(C)C)C2=NN=CN2C N-((2-(4'-Fluoro-2'-(4-methyl-4H-1,2,4-triazol-3-yl)-[1,1'-biphenyl]-3-yl)-7-methoxybenzo[d]oxazol-5-yl)methyl)-2-isopropoxyethan-1-amine